F[C@@H]1[C@@H]2CCC[C@H](C[C@H]1C(=C)C=1N=NC(=CN1)C=1C=C3C=CN=CC3=CC1O)N2 6-(3-(1-((1S,2S,3S,5R)-2-fluoro-9-azabicyclo[3.3.1]nonan-3-yl)vinyl)-1,2,4-triazin-6-yl)isoquinolin-7-ol